FC(C=1N=C(OC1C(=O)N1[C@H](C2=C(CC1)NC=N2)C2=NN1C(C(=CC=C1)C(F)(F)F)=C2)C(C)(C)F)F (R)-(4-(difluoromethyl)-2-(2-fluoropropan-2-yl)oxazol-5-yl)(4-(4-(trifluoromethyl)pyrazolo[1,5-a]pyridin-2-yl)-6,7-dihydro-1H-imidazo[4,5-c]pyridin-5(4H)-yl)methanone